2-([5-(3-Cyclopropoxyphenyl)-1-[[2-(dimethylamino)phenyl]methyl]-1H-pyrazol-3-yl]methoxy)-2-methylpropanoic acid C1(CC1)OC=1C=C(C=CC1)C1=CC(=NN1CC1=C(C=CC=C1)N(C)C)COC(C(=O)O)(C)C